N-(4-Chloro-3-methylphenyl)-6-hydroxy-N-methyl-1-(6-methyl-4-(trifluoromethyl)pyridin-2-yl)indoline-2-carboxamide ClC1=C(C=C(C=C1)N(C(=O)C1N(C2=CC(=CC=C2C1)O)C1=NC(=CC(=C1)C(F)(F)F)C)C)C